C(C)N1N=C(C=C1C(=O)NC1=NC2=C(N1)C=CC(=C2)C(=O)N)C 2-(1-ethyl-3-methyl-1H-pyrazole-5-carboxamido)-1H-benzo[d]imidazole-5-carboxamide